CyanoSilane C(#N)[SiH3]